COC1=NC(=CC=C1NC(=O)C1=NC2=NC=3C=C(C=CC3N2C=C1)OC)OC N-(2,6-dimethoxypyridin-3-yl)-5-methoxy-1,8,10-triazatricyclo[7.4.0.02,7]trideca-2(7),3,5,8,10,12-hexaene-11-carboxamide